CN1C=NC(=C1)C1CC=C(C1)B(O)O (4-(1-Methyl-1H-imidazol-4-yl)cyclopent-1-en-1-yl)boronic acid